ClC1=NC=2N(C(=C1)N1CCOCC1)N=C(C2)C(=O)O 5-chloro-7-morpholinopyrazolo[1,5-a]pyrimidine-2-carboxylic acid